2-[(7Z,11Z)-7,11-hexadecadien-1-yloxy]tetrahydro-2H-pyran C(CCCCC\C=C/CC\C=C/CCCC)OC1OCCCC1